r-5-[5-(4-fluorophenyl)-2-(2-fluoro-6-trifluoromethyl-phenyl)-3H-imidazol-4-yl]-3-(1,2,2-trimethylpropyl)-3H-imidazo[4,5-b]pyridin-2-ylamine mesylate S(C)(=O)(=O)O.FC1=CC=C(C=C1)C1=C(NC(=N1)C1=C(C=CC=C1C(F)(F)F)F)C1=CC=C2C(=N1)N(C(=N2)N)[C@@H](C(C)(C)C)C